racemic-tert-butyl (1R,4S)-2-oxo-7-azabicyclo[2.2.1]heptane-7-carboxylate O=C1[C@H]2CC[C@@H](C1)N2C(=O)OC(C)(C)C |r|